CC(C(=O)C1=CC=C(C=C1)SC)(C)N1CCOCC1 methyl-1-[4-(methylthio)phenyl]-2-morpholinylpropan-1-one